3,6-diisopropyl-2,5-diketopiperazine C(C)(C)C1C(NC(C(N1)=O)C(C)C)=O